N1CCNCC1.N1C(CCCC1)C(=O)O piperidine-2-carboxylic acid-piperazine salt